ClC=1C=C(C(=NC1)[C@@H](C1CCC1)C1N(C(C2=CC=C(C=C12)C(=O)N)=O)C1C(NC(CC1)=O)=O)F ((S)-(5-chloro-3-fluoropyridin-2-yl)(cyclobutyl)methyl)-2-(2,6-dioxopiperidin-3-yl)-1-oxoisoindoline-5-carboxamide